N-(3-(1H-pyrazol-4-yl)-1H-indol-7-yl)-2-amino-2-(3-cyanophenyl)acetamide N1N=CC(=C1)C1=CNC2=C(C=CC=C12)NC(C(C1=CC(=CC=C1)C#N)N)=O